OCCCN(CCCO)C1=C(C(=O)[O-])C=CC=C1 bis(hydroxy-propyl)aminobenzoate